FC1=NN2C=3CCCNC3C=NC2=C1 4-fluoro-2,3,7,10-Tetrazatricyclo[7.4.0.02,6]trideca-1(9),3,5,7-tetraene